C(C)(C)(C)C1=CC(=NO1)NC(=O)NC1=CC=C(C=C1)C=1N=NN(C1)C1=CC(=C(C=C1)OCCN1CCOCC1)[N+](=O)[O-] 1-(5-tert-butylisoxazol-3-yl)-3-(4-(1-(4-(2-morpholinoethoxy)-3-nitrophenyl)-1H-1,2,3-triazol-4-yl)phenyl)-urea